ClC1=CC(=CC2=C1N(C(=N2)C2=CC=1C(=NC=CC1)N2CC2CC2)CC=2C=NN(C2)C)C(=O)N2C1CCC(C2)[C@H]1N (7R)-2-{7-chloro-2-[1-(cyclopropylmethyl)-1H-pyrrolo[2,3-b]pyridin-2-yl]-1-[(1-methyl-1H-pyrazol-4-yl)methyl]-1H-1,3-benzodiazole-5-carbonyl}-2-azabicyclo[2.2.1]heptan-7-amine